C(C)(C)NC1=CC(=NC=C1)C(=O)N 4-(isopropylamino)pyridine-2-carboxamide